N,N'-Ethylen-Bis(Stearamid) C(CNC(CCCCCCCCCCCCCCCCC)=O)NC(CCCCCCCCCCCCCCCCC)=O